FC1=CC=C(C=C1)N1CCN(C2=CC=CC=C12)C(=O)NC[C@@H]1CN(CC1)C(C)C (R)-4-(4-fluorophenyl)-N-((1-isopropylpyrrolidin-3-yl)methyl)-3,4-dihydroquinoxaline-1(2H)-carboxamide